C(C)OCCN(CC[C@@H](C(=O)O)NC(=O)N1[C@@H](CC1)C)CCCCC1=NC=2NCCCC2C=C1 (2S)-4-[2-ethoxyethyl-[4-(5,6,7,8-tetrahydro-1,8-naphthyridin-2-yl)butyl]amino]-2-[[(2R)-2-methylazetidine-1-carbonyl]amino]butanoic acid